CC=1SC=2C(N(CCC2N1)C(=O)OC(C)(C)C)C tert-butyl 2,4-dimethyl-6,7-dihydrothiazolo[5,4-c]pyridine-5(4H)-carboxylate